bromine, Tribromopyridinium salt BrC=1C(=[N+](C=CC1)Br)Br.[Br+]